O1CCN(CCC1)C(C(=O)N)=C (1,4-oxazepan-4-yl)propenamide